F[P-](F)(F)(F)(F)F.CN(C(N(C)C)=O)C tetramethylurea hexafluorophosphate salt